OC1=C(C(C(=O)O)=C(C=C1)O)C(=O)O 3,6-dihydroxyphthalic acid